F[C@@H]1[C@@H](C1)C(=O)NC=1N=C2N(C=C(N=C2)C2=C3C=NNC3=CC=C2C)C1 (1S,2S)-2-fluoro-N-(6-(5-methyl-1H-indazol-4-yl)imidazo[1,2-a]pyrazin-2-yl)cyclopropane-1-carboxamide